4-(4-(1-Cyanocyclopropyl)phenyl)-6-fluoro-N-(1-(2-(methylamino)-2-oxoethyl)-1H-pyrazol-4-yl)quinoline-3-carboxamide C(#N)C1(CC1)C1=CC=C(C=C1)C1=C(C=NC2=CC=C(C=C12)F)C(=O)NC=1C=NN(C1)CC(=O)NC